C(C)OC=1C=C(C=O)C=CC1OC(CC=C)CCCCCCCCC=C 3-ethoxy-4-(tetradeca-1,13-dien-4-yloxy)benzaldehyde